3-((((3,4-dihydroxyphenethyl)carbamoyl)oxy)methyl)-3-methyl-7-oxo-4-thia-1-azabicyclo[3.2.0]heptane-2-carboxylic acid 4,4-dioxide OC=1C=C(CCNC(=O)OCC2(C(N3C(CC3S2(=O)=O)=O)C(=O)O)C)C=CC1O